FC=1C(=C2C=CN=CC2=CC1)CNC1CC(C1)O (1s,3s)-3-(((6-fluoroisoquinolin-5-yl)methyl)amino)cyclobutan-1-ol